FC(C(=O)OC\1CCN(CC\C=C1)C(C(F)(F)F)=O)(F)F (Z)-1-(2,2,2-Trifluoroacetyl)-1,2,3,4,7,8-hexahydroazocin-4-yl 2,2,2-trifluoroacetate